tert-butyl 5-(5-benzylpyrimidin-2-yl)-2,3,4,7-tetrahydro-1H-azepine-1-carboxylate C(C1=CC=CC=C1)C=1C=NC(=NC1)C=1CCCN(CC1)C(=O)OC(C)(C)C